[C@@H]1([C@H](CC1)CO)CO (1R,2S)-1,2-CYCLOBUTANEDIYLDIMETHANOL